O=S1(CC(C1)CC(=O)O)=O 2-(1,1-dioxidothietan-3-yl)acetic acid